2-[6-(5-amino-4-cyano-1-isopropylpyrazol-3-yl)pyridin-3-yl]-N-[3-(2,2-dimethylpropyl)-1,2-oxazol-5-yl]Propionamide NC1=C(C(=NN1C(C)C)C1=CC=C(C=N1)C(C(=O)NC1=CC(=NO1)CC(C)(C)C)C)C#N